FC(OCCN1N=CN=C1C(=O)N)(F)F (2-(trifluoromethoxy)ethyl)-1H-1,2,4-triazole-5-carboxamide